O=C1NC(CCC1N1C(N(C2=C1C=CC(=C2)NC2=CC=C(C(=O)NCCOC1=CC3=C(C(=C(C=C3C=C1)O)N1S(NC(C1)=O)(=O)=O)F)C=C2)C)=O)=O 4-[[1-(2,6-dioxo-3-piperidyl)-3-methyl-2-oxo-benzimidazol-5-yl]amino]-N-[2-[[8-fluoro-6-hydroxy-7-(1,1,4-trioxo-1,2,5-thiadiazolidin-2-yl)-2-naphthyl]oxy]ethyl]benzamide